CC(C)(C)[O-].CC(C)(C)[O-].CC(C)(C)[O-].CC(C)(C)[O-].[Ti+4] Titanium tetratertiary butoxide